(4-nitropyridin-2-yl)acetamide [N+](=O)([O-])C1=CC(=NC=C1)CC(=O)N